5-(2-(cyclohexylimino)ethoxy)pyridinecarbonyl chloride C1(CCCCC1)N=CCOC=1C=CC(=NC1)C(=O)Cl